7-(2,3-dichloro-6-hydroxyphenyl)-2-((4-hydroxy-4-methylpiperidin-1-yl)methyl)imidazo[1,2-a]pyridine-3-carboxylic acid ethyl ester C(C)OC(=O)C1=C(N=C2N1C=CC(=C2)C2=C(C(=CC=C2O)Cl)Cl)CN2CCC(CC2)(C)O